hypophosphorous acid acetate C(C)(=O)O.[PH2](=O)O